2-(4-chloro-1-isopropyl-1H-pyrazol-5-yl)-4-(3-fluoro-4-(1-isopropyl-4-(trifluoromethyl)-1H-imidazol-2-yl)benzyl)-5-methyl-4,5,6,7-tetrahydropyrazolo[1,5-a]pyrimidine ClC=1C=NN(C1C1=NN2C(N(C(CC2)C)CC2=CC(=C(C=C2)C=2N(C=C(N2)C(F)(F)F)C(C)C)F)=C1)C(C)C